C1=CC=C(C=C1)OC2=CC3=C(C=C2)C4=NC5=NC(=NC6=C7C=C(C=CC7=C(N6)N=C8C9=C(C=CC(=C9)OC1=CC=CC=C1)C(=N8)N=C3N4)OC1=CC=CC=C1)C1=C5C=C(C=C1)OC1=CC=CC=C1 tetraphenoxyphthalocyanine